4-Methoxy-N-((1s,4s)-4-((7-morpholino-1,6-naphthyridin-5-yl)oxy)cyclohexyl)benzenesulfonamide COC1=CC=C(C=C1)S(=O)(=O)NC1CCC(CC1)OC1=C2C=CC=NC2=CC(=N1)N1CCOCC1